C(C)C=1N(C2=CC(=CC=C2C1CC1CCC(CC1)OC(C)C)F)C(=O)N1CCC(CC1)(C(=O)O)C1=CC=C(C=C1)F 1-(2-ethyl-6-fluoro-3-(((1r,4r)-4-isopropoxycyclohexyl)methyl)-1H-indole-1-carbonyl)-4-(4-fluorophenyl)piperidine-4-carboxylic acid